NC(=C(C=1C(=CC=CC1)S(=O)(=O)[O-])N)C1=CC=CC=C1 diaminostilbenesulfonate